ClC1=CC(=NC(=C1)F)C=O 4-chloro-6-fluoropicolinaldehyde